O1COC(=C1)C(=O)O.COC=1C=CC(=NC1)OC(OC1=NC=C(C=C1)OC)C(=S)C(OC1=NC=C(C=C1)OC)OC1=NC=C(C=C1)OC bis[(5-methoxypyridin-2-yl)oxy]methylthioketone dioxol-4-carboxylate